butyl-malonic acid bis(1,2,2,6,6-pentamethyl-4-piperidyl) ester CN1C(CC(CC1(C)C)OC(C(C(=O)OC1CC(N(C(C1)(C)C)C)(C)C)CCCC)=O)(C)C